5-amino-6-(bis(4-methoxybenzyl)amino)pyrimidine NC=1C=NC=NC1N(CC1=CC=C(C=C1)OC)CC1=CC=C(C=C1)OC